(3,5-dichloro-4-((1-isopropyl-6-oxo-1,6-dihydropyridin-3-yl)oxy)phenyl)-3,5-dioxo-2,3,4,5-tetrahydro-1,2,4-triazine-6-carbonitrile ClC=1C=C(C=C(C1OC1=CN(C(C=C1)=O)C(C)C)Cl)N1N=C(C(NC1=O)=O)C#N